C(C=C)(=O)N1N=CC(=C1)C#CCN(C(=O)[C@H]1N(C[C@H](C1)O)C1=NC(=CC(=C1C#N)C(F)(F)F)C)C1=CC=C(C=C1)F (2S,4S)-N-(3-(1-propenoyl-1H-pyrazol-4-yl)prop-2-yn-1-yl)-1-(3-cyano-6-methyl-4-(trifluoromethyl)pyridin-2-yl)-N-(4-fluorophenyl)-4-hydroxypyrrolidine-2-carboxamide